gold-silver lead [Pb].[Ag].[Au]